N-(1-(1H-indol-2-yl)propan-2-yl)-2-fluoro-2-methylpropan-1-amine N1C(=CC2=CC=CC=C12)CC(C)NCC(C)(C)F